N1=C(C=CC=C1)CN1C=NC2=C1C=C(C=C2)C(=O)O (pyridin-2-ylmethyl)-1H-benzo[d]imidazole-6-carboxylic acid